4-Chloro-2-{3-[2-(2,6-difluorophenyl)propan-2-yl]-1,2-oxazol-5-yl}-6-[(1S)-1-[(2S,4S)-4-fluoro-1-methylpyrrolidin-2-yl]ethoxy]pyrimidine ClC1=NC(=NC(=C1)O[C@@H](C)[C@H]1N(C[C@H](C1)F)C)C1=CC(=NO1)C(C)(C)C1=C(C=CC=C1F)F